6-chloro-3-(((5-(3,5-difluorophenyl)-1H-pyrazol-3-yl)methyl)thio)-1H-indole ClC1=CC=C2C(=CNC2=C1)SCC1=NNC(=C1)C1=CC(=CC(=C1)F)F